tert-butyl N-(4,4-dimethylcyclohexyl)-N-methyl-carbamate CC1(CCC(CC1)N(C(OC(C)(C)C)=O)C)C